2,5-difluoropyridine-4-boronic acid FC1=NC=C(C(=C1)B(O)O)F